COC(C1CC2(C1)CCN(CC2)C2=CC(=C(C=C2F)[C@H]2[C@H](COC1=CC(=CC=C21)O)C2=CC=CC=C2)OC)OC (3S,4S)-4-(4-(2-(dimethoxymethyl)-7-azaspiro[3.5]nonan-7-yl)-5-fluoro-2-methoxyphenyl)-3-phenylchroman-7-ol